C(CC)C(C=O)CCCC 2-PROPYLHEXANAL